4-methoxy-3-(5-(4-((2-(trimethylsilyl)ethoxy)methyl)-4H-1,2,4-triazol-3-yl)pyridin-3-yl)phenyl cyclohexylcarbamate C1(CCCCC1)NC(OC1=CC(=C(C=C1)OC)C=1C=NC=C(C1)C1=NN=CN1COCC[Si](C)(C)C)=O